COC1=C(C=CC=C1OC)NC=C1C(OC(OC1=O)(C)C)=O 5-(((2,3-dimethoxyphenyl)amino)methylene)-2,2-dimethyl-1,3-dioxane-4,6-dione